Z-11-(bis((2-ethylhexyl)oxy)methyl)tricos-11-ene C(C)C(COC(\C(\CCCCCCCCCC)=C/CCCCCCCCCCC)OCC(CCCC)CC)CCCC